2-[(2R)-3-(3,4-Dihydro-1H-isochinolin-2-yl)-2-hydroxy-propyl]-6-(3-methylmorpholin-4-yl)-3,4-dihydroisochinolin-1-on C1N(CCC2=CC=CC=C12)C[C@H](CN1C(C2=CC=C(C=C2CC1)N1C(COCC1)C)=O)O